N-[2-(1H-imidazol-1-yl)ethyl]-6-{4-[(6-methoxypyridin-3-yl)oxy]piperidin-1-yl}-5-methylpyridazine-3-carboxamide N1(C=NC=C1)CCNC(=O)C=1N=NC(=C(C1)C)N1CCC(CC1)OC=1C=NC(=CC1)OC